4-(7-bromo-6-chloro-2-(((S)-1-methylpyrrolidin-2-yl)methoxy)quinazolin-4-yl)-2-(cyanomethyl)piperazine-1-carboxylic acid tert-butyl ester C(C)(C)(C)OC(=O)N1C(CN(CC1)C1=NC(=NC2=CC(=C(C=C12)Cl)Br)OC[C@H]1N(CCC1)C)CC#N